BrC=1C2=C(C=NC1)C(CCO2)N 8-bromo-3,4-dihydro-2H-pyrano[3,2-c]pyridin-4-amine